[Na].CN(CCCN(S(=O)(=O)NC(NC1=C2CCCC2=CC=2CCCC12)=O)C=1C=NN(C1)C)C 3-{[3-(Dimethylamino)propyl](1-methyl-1H-pyrazol-4-yl)sulfamoyl}-1-(1,2,3,5,6,7-hexahydro-s-indacen-4-yl)urea sodium salt